ClC1=NN(C=C1)C1=CN(NC(=C1O)CC)C1=C(C=C(C=C1C)S(=O)(=O)C(F)(F)F)C 4-(3-chloro-1H-pyrazol-1-yl)-2-{2,6-dimethyl-4-[(trifluoromethyl)sulfonyl]phenyl}-6-ethyl-5-hydroxypyridazine